citrulline stearate C(CCCCCCCCCCCCCCCCC)(=O)O.N[C@@H](CCCNC(=O)N)C(=O)O